FC1=C2CCNC2=CC=C1C=1N=C(N2C1C(=NC=C2)N)C 1-(4-fluoroindolin-5-yl)-3-methylimidazo[1,5-a]pyrazin-8-amine